N(=C=S)CCCCCCCCS(=O)(=O)C 1-Isothiocyanato-8-(methylsulfonyl)-octane